(5-(2-aminobenzo[d]thiazol-6-yl)-2-methoxypyridin-3-yl)(4-(4-fluorobenzyl)piperazin-1-yl)methanone NC=1SC2=C(N1)C=CC(=C2)C=2C=C(C(=NC2)OC)C(=O)N2CCN(CC2)CC2=CC=C(C=C2)F